[Si](C1=CC=CC=C1)(C1=CC=CC=C1)(C(C)(C)C)OCC(CC1=CC=CC=C1)N 1-{[tert-butyl(diphenyl)silyl]oxy}-3-phenylpropan-2-amine